C1(CC1)C1=C(C#N)C(=CC(=C1)OC(C)C)N1CCN(CC1)CC=1N=NC=CC1 2-cyclopropyl-4-isopropoxy-6-(4-(pyridazin-3-ylmethyl)piperazin-1-yl)benzonitrile